5-amino-2-(2-((1,1-dioxidothietan-3-yl)amino)-4-fluorophenyl)-6-(5-methyl-1H-indazol-4-yl)pyrimidine-4-carboxamide NC=1C(=NC(=NC1C1=C2C=NNC2=CC=C1C)C1=C(C=C(C=C1)F)NC1CS(C1)(=O)=O)C(=O)N